L-glutamic acid 5-benzyl ester 1-(tert-butyl) ester C(C)(C)(C)OC([C@@H](N)CCC(=O)OCC1=CC=CC=C1)=O